(3a'S,6'R,8a'S,8b'S)-6'-phenyl-3a',8',8a',8b'-tetrahydro-4'H,6'H-spiro[cyclohexane-1,3'-pyrazolo[3',4':3,4]pyrrolo[1,2-c]oxazol]-4'-one C1(=CC=CC=C1)[C@H]1OC[C@H]2N1C([C@H]1[C@@H]2N=NC12CCCCC2)=O